C(C)(C)(C)C=1C=C(C=CC1OC)C(=O)C1=CC=C(C=C1)/C=C/C(=O)OCC Ethyl (2E)-3-{4-[(3-tert-butyl-4-methoxyphenyl)carbonyl]phenyl}prop-2-enoate